1-(1-butylazetidine-3-yl)-N-((5-(5-(difluoromethyl)-1,3,4-oxadiazol-2-yl)pyridin-2-yl)methyl)-4-fluoro-N-(3-fluorophenyl)piperidine-4-carboxamide C(CCC)N1CC(C1)N1CCC(CC1)(C(=O)N(C1=CC(=CC=C1)F)CC1=NC=C(C=C1)C=1OC(=NN1)C(F)F)F